BrC=1C=C(C=CC1F)N=C1C=CC2=C(CC(OC2=C1)=O)C 7-((3-bromo-4-fluorophenyl)imino)-4-methylcoumarin